C[Si](C=1C=C(C=CC1)C(=C)C1=CC=C(C=C1)[SiH](C)C)(OC)C 1-[3-(dimethylmethoxysilyl)phenyl]-1-(4'-dimethylsilylphenyl)ethylene